N1(CCNCCC1)C=1C=CC=2N(C(C=C(N2)C2=CC3=C(OCCO3)C=C2)=O)C1 7-(1,4-diazacycloheptan-1-yl)-2-(2,3-dihydro-1,4-benzodioxin-6-yl)-4H-pyrido[1,2-a]pyrimidin-4-one